C1(=CC=CC=C1)C=1C=NC(=NC1)C(C)O 1-(5-Phenylpyrimidin-2-yl)ethan-1-ol